FC1=C(C=C(C=C1C(F)(F)F)N1C[C@H](OCC1)C)N1C(NC=C1)=O 1-{2-fluoro-5-[(2R)-2-methylmorpholin-4-yl]-3-(trifluoromethyl)phenyl}-1,3-dihydro-2H-imidazol-2-one